N[C@H](C(=O)O)CC1=CC(=C(C(=C1)I)OC1=CC(=C(C(=C1)I)O)I)I (2S)-2-amino-3-[4-(4-hydroxy-3,5-diiodophenoxy)-3,5-diiodophenyl]propanoic acid